N-(6-chloro-9-(4-methoxybenzyl)-8-oxo-8,9-dihydro-7H-purin-2-yl)acetamide hydroxybutyrate OC(C(=O)O)CC.ClC1=C2NC(N(C2=NC(=N1)NC(C)=O)CC1=CC=C(C=C1)OC)=O